ClC=1C=CC(=NC1)COC1=CC(N(C=C1)C1=CC=2C=C3N(C2C=C1)CCN(CC3)C)=O 4-[(5-chloro-pyridin-2-yl)methoxy]-1-{3-methyl-1H,2H,3H,4H,5H-[1,4]diazepino[1,7-a]indol-9-yl}-1,2-dihydropyridin-2-one